[Al].[Si].[Ti].[Pr] praseodymium titanium silicon aluminum